C(CCC[Si]N[Si])CC[Si]N[Si] hexamethylenedisilazane